OCCCC/C=C/CC(=O)[O-] (E)-8-hydroxy-3-octenoate